COCC(=CCCC(=CC=C)C)C 9-Methoxy-4,8-Dimethyl-nona-1,3,7-triene